7-fluoro-8-hydroxy-1-methyl-1,5-naphthyridin-2(1H)-one FC1=CN=C2C=CC(N(C2=C1O)C)=O